C1=CC=CC=2C3=CC=CC=C3N(C12)C=1C(=NC(=C(C1C1=CC(=NC(=C1)C1=CC=CC=C1)C1=CC=CC=C1)N1C2=CC=C(C=C2C=2C=C(C=CC12)C1=CC=CC=C1)C1=CC=CC=C1)N1C2=CC=CC=C2C=2C=CC=CC12)N1C2=CC=C(C=C2C=2C=C(C=CC12)C1=CC=CC=C1)C1=CC=CC=C1 9,9'-(3,6-di(9H-carbazol-9-yl)-2',6'-diphenyl-[4,4'-bipyridine]-2,5-diyl)bis(3,6-diphenyl-9H-carbazole)